6-(tert-butylsulfinyl)-7-(2-cyclohexylethyl)-2-methoxy-7,8-dihydro-1,6-naphthyridin-5(6H)-one C(C)(C)(C)S(=O)N1C(C=2C=CC(=NC2CC1CCC1CCCCC1)OC)=O